N-[4-(5-amino-1,3,4-thiadiazol-2-yl)phenyl]-3-(3,4-dimethoxyphenyl)pyridin-4-amine NC1=NN=C(S1)C1=CC=C(C=C1)NC1=C(C=NC=C1)C1=CC(=C(C=C1)OC)OC